(Ra)-6-(1-([1,1'-Biphenyl]-4-ylmethyl)-4-fluoro-1H-indol-7-carboxamido)-2-deuterospiro-[3.3]heptan C1(=CC=C(C=C1)CN1C=CC2=C(C=CC(=C12)C(=O)NC1CC2(CC(C2)[2H])C1)F)C1=CC=CC=C1